1,6-diazacyclohexane N1CCCCN1